4,4'-vinylidenebis[N-methyl-N-(trimethylsilyl)aniline] C(=C)(C1=CC=C(N(C)[Si](C)(C)C)C=C1)C1=CC=C(N([Si](C)(C)C)C)C=C1